4-(2,4-difluorophenyl)-N-(5-hydroxypyrimidin-2-yl)-piperazine-1-carboxamide FC1=C(C=CC(=C1)F)N1CCN(CC1)C(=O)NC1=NC=C(C=N1)O